C(=C)C1=CC=C(C=C1)NC(OC(C)(C)C)=O tert-butyl (4-vinylphenyl)carbamate